3-[5-Fluoro-2-phenyl-7-(trifluoromethyl)-1H-indol-3-yl]-N-[(3S,4R)-4-hydroxy-2-oxo-pyrrolidin-3-yl]propionamide tert-butyl-3,5-diaminobenzoate C(C)(C)(C)OC(C1=CC(=CC(=C1)N)N)=O.FC=1C=C2C(=C(NC2=C(C1)C(F)(F)F)C1=CC=CC=C1)CCC(=O)N[C@@H]1C(NC[C@H]1O)=O